8-(2,4-difluorophenyl)-3-methyl-6-(3-((2-methylpyridin-4-yl)methyl)azetidin-1-yl)-2-(trifluoromethyl)pyrimido[5,4-d]pyrimidin-4(3H)-one FC1=C(C=CC(=C1)F)C1=NC(=NC2=C1N=C(N(C2=O)C)C(F)(F)F)N2CC(C2)CC2=CC(=NC=C2)C